C1(=CC=CC=C1)CC(=O)Cl 2-Phenylacetylchloride